C1(CC1)N1C(=NN=C1)C1=CC=CC(=N1)N1CC2=CC(=C(C=C2C1=O)NC(=O)C1CC1)F N-(2-(6-(4-cyclopropyl-4H-1,2,4-triazol-3-yl)pyridin-2-yl)-6-fluoro-3-oxoisoindolin-5-yl)cyclopropanecarboxamide